CS(=O)(=O)C dimethyl sulfon